(3α,5β,6α,7α,20S)-6-ethyl-3,7-dihydroxy-20-hydroxymethyl-pregnan C(C)[C@H]1[C@H]([C@H]2[C@@H]3CC[C@H]([C@H](C)CO)[C@]3(CC[C@@H]2[C@]2(CC[C@H](C[C@@H]12)O)C)C)O